C(#N)C(CCC(=O)O)(C)C(=S)C1=CC=CC=C1 4-cyano-4-(phenylthioformyl)pentanoic acid